(3-(7,7-difluoro-2-((2S,3R)-3-hydroxy-2-methylazetidin-1-yl)-6,7-dihydro-5H-cyclopenta[d]pyrimidin-4-yl)phenyl)(methyl)(methylimino)-λ6-sulfanone FC1(CCC2=C1N=C(N=C2C=2C=C(C=CC2)S(=O)(=NC)C)N2[C@H]([C@@H](C2)O)C)F